3-phenylchroman-7-ol C1(=CC=CC=C1)C1COC2=CC(=CC=C2C1)O